COC=1C=C2C(=CC=NC2=CC1OC)OC1=CC=C(C=C1)NC(=O)C1(C(C1)C1=CC=C(C=C1)F)C(=O)N N-(4-(6,7-dimethoxyquinolin-4-yloxy)phenyl)-(4-fluorophenyl)cyclopropane-1,1-dicarboxamide